C(C=C)OC=1C=C(C(=O)OC)C=C(C1Br)OCOC methyl 3-allyloxy-5-[(methoxymethyl) oxy]-4-bromobenzoate